O=C1N(C(C2=CC=CC=C12)=O)C1=NC(=CC=C1)OC (1,3-dioxoisoindolin-2-yl)-6-methoxypyridine